COC(C)COC(C)COC(C)CO Tri-propylene glycol monomethyl ether